tert-Butyl N-[4-[(6-nitro-1,3-benzothiazol-2-yl)amino]butyl]carbamate [N+](=O)([O-])C1=CC2=C(N=C(S2)NCCCCNC(OC(C)(C)C)=O)C=C1